(10-phenyl-9-anthryl)triphenylamine C1(=CC=CC=C1)C1=C2C=CC=CC2=C(C2=CC=CC=C12)C1=C(C=CC=C1)N(C1=CC=CC=C1)C1=CC=CC=C1